phenyl(triphenylenyl)bicarbazole-d1 C1(=CC=CC=C1)C=1C(=C(C(C2=NC3=CC=CC=C3C12)=C1C=CC=C2C3=CC=CC=C3N=C12)[2H])C1=CC=CC=2C3=CC=CC=C3C3=CC=CC=C3C12